tert-butyl N-methyl-N-[(1S)-1-methyl-2-[[(3S)-1-[2-methyl-6-[[5-(4-pyridyl)thiazol-2-yl]amino]pyrimidin-4-yl]pyrrolidin-3-yl]amino]-2-oxo-ethyl]carbamate CN(C(OC(C)(C)C)=O)[C@H](C(=O)N[C@@H]1CN(CC1)C1=NC(=NC(=C1)NC=1SC(=CN1)C1=CC=NC=C1)C)C